3-hydroxylbutanoic acid OC(CC(=O)O)C